COC1=NC=C(C=C1C(=O)NCC(C(=O)OCC)(C)C)C1=CC=C2C(=NNC2=C1)C(NC)=O ethyl 3-({2-methoxy-5-[3-(methylcarbamoyl)-1H-indazol-6-yl]pyridin-3-yl}formamido)-2,2-dimethylpropanoate